N1=CC=CC=2CCC/C(/C12)=N/NC(=S)N1CC2(CC1)CN(CC2)C2=NC=CC=C2 (Z)-N'-(6,7-dihydroquinolin-8(5H)-ylidene)-7-(pyridin-2-yl)-2,7-diazaspiro[4.4]nonane-2-thiohydrazide